N-(7-(1-methyl-1H-pyrazol-4-yl)-5-(piperidin-4-yloxy)quinazolin-4-yl)benzo[d]thiazol-5-amine CN1N=CC(=C1)C1=CC(=C2C(=NC=NC2=C1)NC=1C=CC2=C(N=CS2)C1)OC1CCNCC1